CC(C)(C)S(=O)NC(C#C)C1=CC=CC2=CC=CC=C12 2-Methyl-N-(1-(naphthalen-1-yl)prop-2-yn-1-yl)propane-2-sulfinamide